methyl 1-(4-(1-(2,6-dichlorophenyl)azetidin-3-yl)-2,6-dimethylbenzyl)azetidine-3-carboxylate ClC1=C(C(=CC=C1)Cl)N1CC(C1)C1=CC(=C(CN2CC(C2)C(=O)OC)C(=C1)C)C